2-vinylthiolane 1,1-dioxide C(=C)C1S(CCC1)(=O)=O